2-(2-(p-toluenesulfonyloxy)ethoxy)propanoic acid methyl ester COC(C(C)OCCOS(=O)(=O)C1=CC=C(C)C=C1)=O